CN1C2=C(C(C(=C1)NC1=CC(=NC=N1)NC(=O)C1CC1)=O)C1(NC2=O)CCCCC1 N-(6-((1'-methyl-4',7'-dioxo-1',4',6',7'-tetrahydrospiro[cyclohexane-1,5'-pyrrolo[3,4-b]pyridin]-3'-yl)amino)pyrimidin-4-yl)cyclopropanecarboxamide